3,5-Dibromo-4-(2-(2-(2-(3-hydroxypropoxy)ethoxy)ethoxy)ethoxy)benzaldehyde BrC=1C=C(C=O)C=C(C1OCCOCCOCCOCCCO)Br